FC=1C=C(C=CC1OC1=CC(=NC=C1)NC(=O)N1CC(C1)O)NC(=O)C=1N=NNC1 N-(3-fluoro-4-((2-(3-hydroxyazetidine-1-carboxamido)pyridin-4-yl)oxy)phenyl)-1H-1,2,3-triazole-4-carboxamide